N1=NC=C2N1C=CC(=C2)C(=O)OCC ethyl [1,2,3]triazolo[1,5-a]pyridine-5-carboxylate